C(C1=CC=CC=C1)C1=C(C(=CC=C1)C1=CC=CC=C1)O 3-Benzyl-biphenyl-2-ol